FC=1C=C(OCC=2N=C3N(C=C(C=N3)C3=NC=C(C=C3)F)C2)C=CC1 2-[(3-fluorophenoxy)methyl]-6-(5-fluoro-2-pyridinyl)imidazo[1,2-a]pyrimidine